CN([C@@H](C(=O)N)C1=CSC=C1)C (R)-2-(dimethylamino)-2-(thiophen-3-yl)acetamide